FC1(CCN(CC12CC2)C(=O)OC(C)(C)C)F tert-butyl 8,8-difluoro-5-azaspiro[2.5]octane-5-carboxylate